FC1=C(OC2=CC=C3C(=C(N=C(C3=C2)OC)C(=O)NCC(=O)O)O)C(=CC=C1)F (7-(2,6-difluorophenoxy)-4-hydroxy-1-methoxyisoquinoline-3-carbonyl)glycine